N,N-Dimethyl(acrylamidopropyl)ammonium propanesulfonate C(CC)S(=O)(=O)[O-].C[NH+](C)CCCNC(C=C)=O